(S,Z)-7-chloro-8-fluoro-2-((2-(fluoromethylene)tetrahydro-1H-pyrrolizin-7a(5H)-yl)methoxy)-4-(2,2,2-trifluoroethoxy)pyrido[4,3-d]pyrimidine ClC1=C(C=2N=C(N=C(C2C=N1)OCC(F)(F)F)OC[C@]12CCCN2C\C(\C1)=C/F)F